NC1=NC(=C(C2=C1N=C(N2)COCC)SC2=CC(=C(C=O)C=C2)OC)C 4-[[4-amino-2-(ethoxymethyl)-6-methyl-1H-imidazo[4,5-c]pyridin-7-yl]sulfanyl]-2-methoxy-benzaldehyde